FC(OC1=CC=CC=2C(N([C@H]3C=4N([C@@H](C21)C3)C3=C(N4)C=CC(=C3)C#CC3(CN(C3)CC(F)(F)F)C)C([2H])([2H])[2H])=O)F (7R,14R)-1-(difluoromethoxy)-6-(methyl-d3)-11-((3-methyl-1-(2,2,2-trifluoroethyl)azetidin-3-yl)ethynyl)-6,7-dihydro-7,14-methanobenzo[f]benzo[4,5]imidazo[1,2-a][1,4]diazocin-5(14H)-one